CC=1C=C(OCC(=O)N(C2COCC2)C2=CC=CC=C2)C=CC1 2-(3-methylphenoxy)-N-phenyl-N-tetrahydrofuran-3-yl-acetamide